(tetrahydrofuran-3-yl)(2-(4-(p-tolyl)-1H-imidazol-2-yl)piperidin-1-yl)methanone tert-butyl-6-(hydroxymethyl)-1,4-oxazepane-4-carboxylate C(C)(C)(C)OC(=O)N1CCOCC(C1)CO.O1CC(CC1)C(=O)N1C(CCCC1)C=1NC=C(N1)C1=CC=C(C=C1)C